The molecule is a sesquiterpenoid that is solavetivone substituted by a hydroxy group at position 15. It has a role as a plant metabolite. It is a sesquiterpenoid, a spiro compound, a cyclic ketone and a primary alcohol. It derives from a solavetivone. C[C@@H]1CC(=O)C=C([C@]12CC[C@H](C2)C(=C)C)CO